FC1=C(N)C=CC(=C1C=1C=CC=2N(C1)C=NC2C2N(N=NC2)C2OCCCC2)F 2,4-difluoro-3-[1-[3-(oxan-2-yl)-4,5-dihydro-1,2,3-triazol-4-yl]imidazo[1,5-a]pyridin-6-yl]aniline